8-((2S,SR)-4-(1-(4-fluorophenyl)-2-methoxyethyl)-2,5-dimethylpiperazin-1-yl)-5-methyl-6-oxo-5,6-dihydro-1,5-naphthyridine-2-carbonitrile FC1=CC=C(C=C1)C(COC)N1C[C@@H](N(C[C@@H]1C)C1=CC(N(C=2C=CC(=NC12)C#N)C)=O)C |&1:16|